O1CCOC2=C1C=CC(=C2)NC(=O)C=2C=CC1=C(N=C(S1)N1CCC13COCC3)C2 2-(6-oxa-1-aza-spiro[3.4]oct-1-yl)-benzothiazole-5-carboxylic acid (2,3-dihydro-benzo[1,4]dioxin-6-yl)-amide